NC1=CC(=NC=C1)S(=O)(=O)N=[N+]=[N-] 4-aminopyridine-2-sulfonyl azide